C(=O)(O)C1=CC=C(C=C1)C#CC1=C(C=CC=C1)C1=CC=C(C=C1)C1=CC=CC=C1 2-(4-carboxyphenyl)ethynyl-p-terphenyl